C1C(CC12CCNCC2)C#N 7-azaspiro[3.5]nonane-2-carbonitrile